OC(C)(C)C=1C=CC(=C(C1)C=1C2=C(C(N(C1)C)=O)N(C=C2)S(=O)(=O)C2=CC=C(C=C2)C)OC2CC(C2)OC2CCNCC2 4-[5-(1-hydroxy-1-methyl-ethyl)-2-[3-(4-piperidyloxy)cyclobutoxy]phenyl]-6-methyl-1-(p-tolylsulfonyl)pyrrolo[2,3-c]pyridin-7-one